OC1CC2(CCC2)C1 6-hydroxyspiro[3.3]heptan